3,4-dihydro-isoquinoline C1=NCCC2=CC=CC=C12